phenylarsinate C1(=CC=CC=C1)[AsH]([O-])=O